(1S,2R)-2-((S)-5-Chloro-8-((3-methyl-1,2,4-oxadiazol-5-yl)methoxy)-1-((2-oxopyrrolidin-1-yl)methyl)-1,2,3,4-tetrahydroisochinolin-2-carbonyl)-1-methylcyclohexan ClC1=C2CCN([C@@H](C2=C(C=C1)OCC1=NC(=NO1)C)CN1C(CCC1)=O)C(=O)[C@H]1[C@H](CCCC1)C